NC1=C(C=C2N=CC=NC2=C1C=1C(=NC=C(C1)O)Cl)C(=O)N 7-Amino-8-(2-chloro-5-hydroxy-3-pyridyl)quinoxaline-6-carboxamide